ethyl 5-bromo-2-[(ethoxycarbonyl) ({[2-fluoro-6-(trifluoromethyl) phenyl] methyl}) amino]-4-methylthiophene-3-carboxylate BrC1=C(C(=C(S1)N(CC1=C(C=CC=C1C(F)(F)F)F)C(=O)OCC)C(=O)OCC)C